NC=1C=C(C=CC1C(=O)NC1CS(C=C1)(=O)=O)C1=CC(=C(C=C1)C)C 3-amino-N-(1,1-dioxido-2,3-dihydrothiophen-3-yl)-3',4'-dimethyl-[1,1'-biphenyl]-4-carboxamide